1-(2-chloroethyl)adamantane ClCCC12CC3CC(CC(C1)C3)C2